OC(=O)C(F)(F)F.ClC=1C=CC(=NC1)[C@H]1NOCC1 (3S)-3-(5-chloro-2-pyridinyl)isoxazolidine TFA salt